C(C)[C-]1N=CC(N1)=O 2-ethyl-2-imidazolidone